C(CCCCCCCC)NCCCCN N-nonylbutane-1,4-diamine